(1R,3S,5R)-2-(2-(6-amino-9H-purin-9-yl)acetyl)-2-azabicyclo[3.1.0]hexane-3-carboxylic acid phenylmethyl ester C1(=CC=CC=C1)COC(=O)[C@H]1N([C@@H]2C[C@@H]2C1)C(CN1C2=NC=NC(=C2N=C1)N)=O